C(C)C1=NC2=CC=C(C(=C2NC1=O)F)C=O 2-Ethyl-5-fluoro-3-oxo-3,4-dihydroquinoxaline-6-carbaldehyde